C1(=CC=CC=2OC3=CC=CC=C3C3(C12)C1=CC=CC=C1C=1C=CC=CC13)B(O)O spiro[fluorene-9,9'-xanthene]-1'-ylboronic acid